((S)-(((2R,3R,4R,5R)-5-(2-amino-6-(methylamino)-9H-purine-9-yl)-4-fluoro-3-hydroxy-4-methyltetrahydrofuran-2-yl)methoxy)(phenoxy)phosphoryl)-L-alanine isopropyl ester hemisulfate S(=O)(=O)(O)O.C(C)(C)OC([C@@H](N[P@@](=O)(OC1=CC=CC=C1)OC[C@H]1O[C@H]([C@]([C@@H]1O)(C)F)N1C2=NC(=NC(=C2N=C1)NC)N)C)=O.NC1=NC(=C2N=CN(C2=N1)[C@H]1[C@@]([C@@H]([C@H](O1)CO[P@](=O)(OC1=CC=CC=C1)N[C@@H](C)C(=O)OC(C)C)O)(F)C)NC